C1(=CC=CC=C1)C(C)NC1=C(C=NC2=CC=C(C=C12)C=1C=NC2=CC=CC=C2C1)C#N 4'-((1-phenylethyl)amino)-[3,6'-biquinoline]-3'-carbonitrile